methyl 4-nitro-3-{[(3S)-oxolan-3-ylmethyl]amino}benzoate [N+](=O)([O-])C1=C(C=C(C(=O)OC)C=C1)NC[C@H]1COCC1